5-[[2-oxo-2-[2-phenyl-5-(trifluoromethoxy)-1-piperidyl]acetyl]amino]pyridine-3-carboxamide O=C(C(=O)NC=1C=C(C=NC1)C(=O)N)N1C(CCC(C1)OC(F)(F)F)C1=CC=CC=C1